1-nonadecanoyl-2-octadecanoyl-glycero-3-phosphoserine C(CCCCCCCCCCCCCCCCCC)(=O)OCC(OC(CCCCCCCCCCCCCCCCC)=O)COP(=O)(O)OC[C@H](N)C(=O)O